bis[2,4-bis(1,1-dimethylpropyl)phenyl] [4-(1,1-dimethylpropyl)phenyl] phosphite P(OC1=C(C=C(C=C1)C(CC)(C)C)C(CC)(C)C)(OC1=C(C=C(C=C1)C(CC)(C)C)C(CC)(C)C)OC1=CC=C(C=C1)C(CC)(C)C